C[C@H]1[C@H](NC([C@H](O1)C)([2H])[2H])CNC1=NC=C(C=C1)C(F)(F)F N-(((2S,3R,6R)-2,6-dimethylmorpholin-3-yl-5,5-d2)methyl)-5-(trifluoromethyl)pyridin-2-amine